BrC=1C2=C(C(=NC1)NCC1=CC=C(C=C1)OC)NON2[2H] 7-bromo-N-(4-methoxybenzyl)-[1,2,5]oxadiazolo[3,4-c]pyridin-4-amine-1-d